N-benzhydryl-3-(methoxymethyl)cyclobutan-1-amine C(C1=CC=CC=C1)(C1=CC=CC=C1)NC1CC(C1)COC